C1=CC(=CC=C1C2=C3C=CN=CC3=CO2)C4=C5C=CN=CC5=CO4 P-phenylene-2,6-BenzobisOxazole